NC([C@H](C[C@H]1C(NCC1)=O)NC(=O)[C@@H]1[C@H]2C([C@H]2CN1C([C@H](C(C)(C)C)NC(C(C)(C)C)=O)=O)(C)C)=O (1R,2S,5S)-N-((S)-1-amino-1-oxo-3-((S)-2-oxopyrrolidin-3-yl)propan-2-yl)-3-((S)-3,3-dimethyl-2-pivalamidobutanoyl)-6,6-dimethyl-3-azabicyclo[3.1.0]hexane-2-carboxamide